5,6-dimethyl-bicyclo[2.2.2]oct-2-ene-2,3-dicarboxylic acid CC1C2C(=C(C(C1C)CC2)C(=O)O)C(=O)O